4-[4-Amino-3-(4-cyanophenyl)-5-nitro-phenyl]benzonitrile NC1=C(C=C(C=C1[N+](=O)[O-])C1=CC=C(C#N)C=C1)C1=CC=C(C=C1)C#N